FC(C=1C=C(CC=2C(N=CNC2)=O)C=CC1)(F)F 5-(3-(trifluoromethyl)benzyl)pyrimidin-4(1H)-one